butyl 4-(piperazin-1-yl)butanoate N1(CCNCC1)CCCC(=O)OCCCC